chloro-3-{[3-(1H-1,2,3-triazol-5-ylcarbonyl)-3,8-diazabicyclo[3.2.1]oct-8-yl]sulfonyl}benzonitrile ClC1=C(C#N)C=CC=C1S(=O)(=O)N1C2CN(CC1CC2)C(=O)C2=CN=NN2